BrC1=CC=2C3=C(C=NC2C=C1F)N(C(N3C3CC3)=O)C 8-bromo-1-cyclopropyl-7-fluoro-3-methyl-1H-imidazo[4,5-c]quinolin-2(3H)-one